1,3,5-tris(2-(3-sulfanylbutyloxy)ethyl)-1,3,5-triazine-2,4,6-trione SC(CCOCCN1C(N(C(N(C1=O)CCOCCC(C)S)=O)CCOCCC(C)S)=O)C